FC=1C(=NC=C(C1)F)CNC(=O)C1=CN=C(S1)N1CCC(CC1)N1CC(CCC1)(C)C N-[(3,5-difluoropyridin-2-yl)methyl]-2-(3,3-dimethyl-[1,4'-bipiperidin]-1'-yl)-1,3-thiazole-5-carboxamide